FC(C(=O)O)(F)F.FC1CN=C(NC1)NC1=C2C=NNC2=CC(=C1)C(=O)NCC(=O)N[C@@H](CC(=O)OC)C1=CC(=CC(=C1)C(F)(F)F)OC methyl (3S)-3-(2-(4-((5-fluoro-1,4,5,6-tetrahydropyrimidin-2-yl)amino)-1H-indazole-6-carboxamido)acetamido)-3-(3-methoxy-5-(trifluoromethyl)phenyl)propanoate trifluoroacetate